4-(2-(6-methylpyridin-2-yl)-6,7-dihydro-8H-pyrimido[5,4-b][1,4]oxazin-8-yl)nicotinamide N2-(tert-butoxycarbonyl)-L-lysinate C(C)(C)(C)OC(=O)N[C@@H](CCCCN)C(=O)O.CC1=CC=CC(=N1)C=1N=CC=2OCCN(C2N1)C1=CC=NC=C1C(=O)N